[(7R,9aR)-7-(3-chloro-4-fluorophenyl)-1,3,4,6,7,8,9,9a-octahydropyrido[1,2-a]pyrazin-2-yl]-(4-chlorothieno[2,3-b]pyridin-5-yl)methanone ClC=1C=C(C=CC1F)[C@H]1CC[C@H]2N(CCN(C2)C(=O)C=2C(=C3C(=NC2)SC=C3)Cl)C1